6'-amino-N-(2-morpholinooxazolo[4,5-b]pyridin-6-yl)-[2,3'-bipyridine]-6-carboxamide NC1=CC=C(C=N1)C1=NC(=CC=C1)C(=O)NC=1C=C2C(=NC1)N=C(O2)N2CCOCC2